benzyl (1r,5s,6r)-6-(((4-(tert-butoxycarbonyl) piperazin-1-yl) sulfonyl) methyl)-3-azabicyclo[3.1.0]hexane-3-carboxylate C(C)(C)(C)OC(=O)N1CCN(CC1)S(=O)(=O)CC1[C@H]2CN(C[C@@H]12)C(=O)OCC1=CC=CC=C1